NC1=NC=CC(=C1)C1=C(C=2C(NC(CC2N1)(C)C)=O)C1=CC(=CC=C1)C 2-(2-aminopyridin-4-yl)-6,6-dimethyl-3-(3-methylphenyl)-1,5,6,7-tetrahydro-4H-pyrrolo[3,2-c]pyridin-4-one